CC1=C(C=NC=C1)/C=C/C=O (E)-3-(4-methylpyridin-3-yl)acrolein